NC1CCC(CC1)NC(=O)C1=NNC2=CC=C(C=C12)C=1C(=NC=CC1)F N-((1r,4r)-4-aminocyclohexyl)-5-(2-fluoropyridin-3-yl)-1H-indazole-3-carboxamide